ClC1=C(N=C(NC1=O)C1=C(N=CS1)C)C1CCNCC1 5-chloro-2-(4-methylthiazol-5-yl)-4-(4-piperidinyl)-1H-pyrimidin-6-one